6-ethyl-2,2-dimethyl-3-decene C(C)C(CC=CC(C)(C)C)CCCC